ClC1=CC(=CC(=N1)N1CCN(CC1)S(=O)(=O)C1=CC=C(C=C1)NC(C1=CC=CC=C1)=O)C#N N-[4-[4-(6-chloro-4-cyano-2-pyridinyl)piperazin-1-yl]sulfonylphenyl]benzamide